1-Methyl-5-(5-(naphthalen-2-yl)-2-oxaspiro[3.3]hept-6-yl)-1H-indole CN1C=CC2=CC(=CC=C12)C1C(C2(COC2)C1)C1=CC2=CC=CC=C2C=C1